NCC(=O)C1=CN(CCS1)C=1C2=C(N=CN1)N(C=C2)COCC[Si](C)(C)C 2-amino-1-(4-(7-((2-(trimethylsilyl)ethoxy)methyl)-7H-pyrrolo[2,3-d]pyrimidin-4-yl)-3,4-dihydro-2H-1,4-thiazin-6-yl)ethan-1-one